C(CCC)C=1N(C(C(N1)(CCO)CC)=O)CC1=CC(=C(C=C1)C=1C(=CC=CC1)S(=O)(=O)N(COC)C1=NOC(=C1C)C)COCC 4'-((2-butyl-4-ethyl-4-(2-hydroxyethyl)-5-oxo-4,5-dihydro-1H-imidazol-1-yl)methyl)-N-(4,5-dimethylisoxazol-3-yl)-2'-(ethoxymethyl)-N-(methoxymethyl)-[1,1'-biphenyl]-2-sulfonamide